P(=O)(O)(O)O.FC=1C=C(C=CC1C=1C=NC(=CC1)C=1N=NN(N1)CCC)N1C(O[C@@H](C1)C(C)O)=O (S)-3-(3-fluoro-4-(6-(2-propyl-2H-tetrazol-5-yl)pyridin-3-yl)phenyl)-5-(1-hydroxyethyl)oxazolidin-2-one phosphate